BrC1=CC(=C(OCC(=O)O)C=C1)C#C 2-(4-bromo-2-ethynylphenoxy)acetic acid